C1CNCCC12CCC(CC2)CCN2CCC(CC2)N2N=C1C=C(C(=CC1=C2)NC(=O)C2=NC(=CC=C2)C(F)(F)F)C(C)(C)O N-(2-(1-(2-(3-aza-spiro[5.5]undec-9-yl)ethyl)piperidin-4-yl)6-(2-hydroxyprop-2-yl)-2H-indazol-5-yl)-6-(trifluoromethyl)pyridinecarboxamide